2-(3-((2-methacrylamidopropyl) dimethylamino) propionamido)-2-methylpropane-1-sulfonate C(C(=C)C)(=O)NC(CCN(CCC(=O)NC(CS(=O)(=O)[O-])(C)C)C)C